4-((2S,5R)-2,5-dimethylpiperazin-1-yl)-7-(2-fluoro-3-methylphenyl)-1-(2-isopropyl-4-methylpyridin-3-yl)-2-oxo-1,2-dihydropyrido[2,3-d]pyrimidine-6-carbonitrile C[C@@H]1N(C[C@H](NC1)C)C=1C2=C(N(C(N1)=O)C=1C(=NC=CC1C)C(C)C)N=C(C(=C2)C#N)C2=C(C(=CC=C2)C)F